C(C1=CC=CC=C1)SC(N)=[NH2+] S-Benzylisothiuronium